ethylene-oxycetyl alcohol C(COC(CCCCCCCCCCCCCCC)O)O